C(C)(C)(C)OC(=O)N1C(C(CCC1=O)N1C(C2=CC=CC(=C2C1)NCCCC(=O)OC(C)(C)C)=O)=O 3-(4-((4-(tert-butoxy)-4-oxobutyl)amino)-1-oxoisoindolin-2-yl)-2,6-dioxopiperidine-1-carboxylic acid tert-butyl ester